N1=CC=C(C=C1)C1=CC2=C(N=C(S2)NC2=NC=CC(=C2)CC(=O)OC)C=C1 Methyl 2-(2-((6-(pyridin-4-yl)benzo[d]thiazol-2-yl)amino)pyridin-4-yl)acetate